C(C)N(C\C=C/C1=C(C=CC(=C1)F)S(=O)(=O)NC=1C=CC=2C3C(COC2C1)OCC3)CC 7-[2-((Z)-3-diethylaminoprop-1-enyl)-4-fluorobenzenesulfonylamino]-1,3a,4,9b-tetrahydro-2H-furo[2,3-c]chromene